BrN(C)C 2-bromo-2-aza-Propane